[2-(1-piperidinyl)-1,6-naphthyridin-7-yl]Methylamine N1(CCCCC1)C1=NC2=CC(=NC=C2C=C1)CN